CC1=NN(C=C1)C=1C=CC=C(C1)O 5-(3-methyl-1H-pyrazol-1-yl)phenol